3-ethyl-3-methoxy-1,5-dimethyl-8-[[(1R)-1-[3-(1,1-difluoro-2-hydroxy-ethyl)phenyl]ethyl]amino]pyrrolo[2,3-g]phthalazin-2-one C(C)C1(C(N(C2=CC=3C(=NN=C(C3C=C21)C)N[C@H](C)C2=CC(=CC=C2)C(CO)(F)F)C)=O)OC